FC=1C=NC=CC1N1[C@H](CN(CC1)C(=O)OC(C)(C)C)C tert-butyl (S)-4-(3-fluoropyridin-4-yl)-3-methylpiperazine-1-carboxylate